COC(/C(=C/C1=CC=C2C=NN(C2=C1OC)C1OCCCC1)/F)=O.COC1=C(C(=NN1)N1CCOCC1)C(F)(F)F 5-methoxy-3-(4-morpholinyl)-4-trifluoromethyl-pyrazole methyl-(Z)-2-fluoro-3-(7-methoxy-1-(tetrahydro-2H-pyran-2-yl)-1H-indazol-6-yl)acrylate